FC(C=1C=C(C(=O)NC(C)C=2C(=NC=CN2)C2=NN(C=N2)C=2SC=C(N2)C(=O)O)C=C(C1)C(F)(F)F)(F)F 2-[3-[3-[1-[[3,5-bis(trifluoromethyl)benzoyl]amino]ethyl]pyrazin-2-yl]-1,2,4-triazol-1-yl]thiazole-4-carboxylic acid